O[C@@]1(COCC2=C1NC(C1=C2C=C(S1)C=1C(=NNC1)C)=O)C(C)C (S)-4-hydroxy-4-isopropyl-8-(3-methyl-1H-pyrazol-4-yl)-1,3,4,5-tetrahydro-6H-pyrano[4,3-b]Thieno[3,2-d]Pyridin-6-one